N(=[N+]=[N-])CCCOCCOCCOCCC 3-(2-(2-(3-azidopropoxy)ethoxy)ethoxy)propan